5-bromo-N-[3-[tert-butyl(dimethyl)silyl]oxy-1-bicyclo[1.1.1]pentanyl]-2-methyl-pyrimidin-4-amine BrC=1C(=NC(=NC1)C)NC12CC(C1)(C2)O[Si](C)(C)C(C)(C)C